(2-fluorophenyl)-((5-(3-methyl-4-(trifluoromethoxy)phenyl)thiophen-2-yl)methyl)-5-nitrofuran-2-carboxamide FC1=C(C=CC=C1)C=1C(=C(OC1[N+](=O)[O-])C(=O)N)CC=1SC(=CC1)C1=CC(=C(C=C1)OC(F)(F)F)C